3-Ethyl-1-((trimethylsilyl)ethynyl)imidazo[1,5-a]pyrazin-8-amine C(C)C1=NC(=C2N1C=CN=C2N)C#C[Si](C)(C)C